ClC1=NC(=C2N=CN(C2=N1)C(C)C)N 2-chloro-9-isopropyl-9H-purin-6-amine